C(C)(C)(C)OC(=O)[C@@H]1C[C@H](C1)OCC#C trans-tert-butyl-3-(prop-2-yn-1-yloxy)cyclobutane-1-carboxylate